5-(2-chloropiperazin-1-yl)-2,3-dihydro-1,4-benzodioxine ClC1N(CCNC1)C1=CC=CC=2OCCOC21